N-(cyclopropylsulfonyl)-L-tyrosinamide C1(CC1)S(=O)(=O)NC([C@@H](N)CC1=CC=C(C=C1)O)=O